N-[(S)-1-(4-Chloro-phenyl)-ethyl]-2-[3-(4-trifluoromethoxy-benzyl)-3H-imidazo[4,5-b]pyridin-2-ylsulfanyl]-acetamide ClC1=CC=C(C=C1)[C@H](C)NC(CSC1=NC=2C(=NC=CC2)N1CC1=CC=C(C=C1)OC(F)(F)F)=O